pyrimido[5,4-d]pyrimidine-2,8-diamine N1=C(N=CC2=C1C(=NC=N2)N)N